FC1=CC=C(C=C1)C1=CN2C(S1)=NC=C2C2=NC(=NC=C2)S(=O)(=O)C (4-fluorophenyl)-5-(2-(methylsulfonyl)pyrimidin-4-yl)imidazo[2,1-b]Thiazole